Cl.FC1=CC(=C(C(=C1)C)C=1CCCC2=C(C1C1=CC=C(C=C1)CC1CN(C1)CCCF)C=CC(=C2)C(=O)O)C 8-(4-fluoro-2,6-dimethylphenyl)-9-(4-((1-(3-fluoropropyl)azetidin-3-yl)methyl)phenyl)-6,7-dihydro-5H-benzo[7]annulene-3-carboxylic acid hydrochloride